2-[3-[4-[[(3R)-1-tert-butoxycarbonyl-3-piperidyl]-[2-fluoro-4-(triazolo[4,5-b]pyridin-3-yl)benzoyl]amino]thieno[3,2-c]pyridin-2-yl]phenoxy]-2-methyl-propanoic acid C(C)(C)(C)OC(=O)N1C[C@@H](CCC1)N(C1=NC=CC2=C1C=C(S2)C=2C=C(OC(C(=O)O)(C)C)C=CC2)C(C2=C(C=C(C=C2)N2N=NC=1C2=NC=CC1)F)=O